(3-amino-2,4,6-trimethyl-phenyl)-diphenylphosphoryl-methanone tert-butyl-(S)-(1-(4-((5-cyclopentyl-1H-pyrazol-3-yl)amino)pyrimidin-2-yl)pyrrolidin-3-yl)(methyl)carbamate C(C)(C)(C)OC(N(C)[C@@H]1CN(CC1)C1=NC=CC(=N1)NC1=NNC(=C1)C1CCCC1)=O.NC=1C(=C(C(=CC1C)C)C(=O)P(=O)(C1=CC=CC=C1)C1=CC=CC=C1)C